BrC1=CC(=C(C(=O)N2CCN(CC2)C(=O)OC(C)(C)C)C=C1)Cl tert-butyl 4-(4-bromo-2-chlorobenzoyl)piperazine-1-carboxylate